N-[(1R,6S)-2,2-difluoro-6-{[(3S,4R)-3-fluoro-1-isopropylpiperidin-4-yl]oxy}cyclohexyl]-4-nitrobenzenesulfonamide FC1([C@@H]([C@H](CCC1)O[C@H]1[C@H](CN(CC1)C(C)C)F)NS(=O)(=O)C1=CC=C(C=C1)[N+](=O)[O-])F